2,3,6-trihydroxyBenzophenone OC1=C(C(=O)C2=CC=CC=C2)C(=CC=C1O)O